diethyl 2-[(6-chloro-4,9-dihydro-3H-pyrido[3,4-b]indol-1-yl)methyl]propanedioate ClC=1C=C2C3=C(NC2=CC1)C(=NCC3)CC(C(=O)OCC)C(=O)OCC